1-(3-((2,6-dimethyl-14-octadecyldotriacontan-9-yl)oxy)-3-oxopropyl)-3-methyl-1H-imidazol-3-ium bromide [Br-].CC(C)CCCC(CCC(CCCCC(CCCCCCCCCCCCCCCCCC)CCCCCCCCCCCCCCCCCC)OC(CCN1C=[N+](C=C1)C)=O)C